6-ethynyl-nicotinic acid C(#C)C1=NC=C(C(=O)O)C=C1